(3,6-diaminoacridin-9-yl)boronic acid NC=1C=CC2=C(C3=CC=C(C=C3N=C2C1)N)B(O)O